FC(C(C)=NC1=CC=CC=C1)(F)F 1,1,1-trifluoro-N-phenylpropan-2-imine